C(C)(C)(C)OC(=O)N1C=C(C=2C1=NC=CC2)C 3-methyl-1H-pyrrolo[2,3-b]pyridine-1-carboxylic acid tert-butyl ester